ClC=1N=NC(=CC1OC)Cl 3,6-dichloro-4-methoxy-pyridazine